5-methylphenyl trifluoromethanesulfonate FC(S(=O)(=O)OC1=CC=CC(=C1)C)(F)F